N-(7-cyclopropyl-5-methyl-1-propyl-1H-indazol-3-yl)-4-fluorobenzamide C1(CC1)C=1C=C(C=C2C(=NN(C12)CCC)NC(C1=CC=C(C=C1)F)=O)C